O=C(COC1=C2CCNC(C2=CC=C1)=O)C1=CC=CC=C1 5-(2-Oxo-2-phenylethoxy)-3,4-dihydroisoquinolin-1(2H)-one